ClC1=CC=C2C(=N1)N=C(O2)N2CCN(CC2)C(=O)C2=CC=C(C=C2)N2CC1(C(C1)(F)F)CC2 [4-(5-chloro-[1,3]oxazolo[4,5-b]pyridin-2-yl)piperazin-1-yl]-[4-(2,2-difluoro-5-azaspiro[2.4]heptan-5-yl)phenyl]methanone